C(CC(C)C)N1CCC2(OC3(CC3)C(N(C2)C)=O)CC1 8-isopentyl-12-methyl-4-oxa-8,12-diazadispiro[2.1.5.3]tridecan-13-one